C1(=CC=CC=2C#CCCC3=C(C21)C=CC=C3)C(=O)N dibenzocyclooctyne-amide